[Si](C)(C)(C(C)(C)C)OCC#CC1=CC2=C(N(C(N2C)=O)N2C(CCCC2=O)=O)C=C1 (5-[3-[(tert-butyldimethylsilyl)oxy]Prop-1-yn-1-yl]-3-methyl-2-oxo-2,3-dihydro-1H-1,3-benzodiazol-1-yl)piperidine-2,6-dione